[Cr](=O)([O-])[O-].[Y+3].[Cr](=O)([O-])[O-].[Cr](=O)([O-])[O-].[Y+3] yttrium chromite